FC=1C(=CC=2C3=C(NC(C2C1)=O)COCC3N(C(=O)C=3NC1=CC(=CC(=C1C3)C(C)O)F)C)F N-(8,9-difluoro-6-oxo-1,4,5,6-tetrahydro-2H-pyrano[3,4-c]isoquinolin-1-yl)-6-fluoro-4-(1-hydroxyethyl)-N-methyl-1H-indole-2-carboxamide